3-benzyl-1-((tetrahydro-2H-pyran-4-yl)methyl)pyrrolidine-2,5-dione C(C1=CC=CC=C1)C1C(N(C(C1)=O)CC1CCOCC1)=O